C(C)SC1=C(N=C2N1C=C(C=C2)C(F)(F)F)C(=O)OCC ethyl 3-ethylsulfanyl-6-(trifluoromethyl)imidazo[1,2-a]pyridine-2-carboxylate